t-Butyl (3S)-3-[4-[3-cyano-4-[(4-fluoro-2-pyridyl)sulfanyl]pyrazolo[1,5-a]pyridin-6-yl]pyrazol-1-yl]piperidine-1-carboxylate C(#N)C=1C=NN2C1C(=CC(=C2)C=2C=NN(C2)[C@@H]2CN(CCC2)C(=O)OC(C)(C)C)SC2=NC=CC(=C2)F